N[C@H]1CN(CCC1)C(=O)C1=CC2=C(N(C(=N2)C=2N(C3=CC=CC=C3C2)CC2CC2)C)C(=C1)OC (R)-(3-Aminopiperidin-1-yl)(2-(1-(cyclopropylmethyl)-1H-indol-2-yl)-7-methoxy-1-methyl-1H-benzo[d]imidazol-5-yl)methanone